C(=O)O.N[C@@H]1[C@H](CC=C[C@H]1O)C1=C(C2=NC(=CC(=C2S1)NCC=1SC=CC1)Cl)Br (1r,5s,6r)-6-amino-5-(3-bromo-5-chloro-7-((thiophen-2-ylmethyl)amino)thieno[3,2-b]pyridin-2-yl)cyclohex-2-en-1-ol formate salt